(7-(3-(difluoromethoxy)benzyl)-2-azaspiro[3.5]non-2-yl)((1s,3s)-3-hydroxy-3-methylcyclobutyl)methanone FC(OC=1C=C(CC2CCC3(CN(C3)C(=O)C3CC(C3)(C)O)CC2)C=CC1)F